C1NCCC12NC(CNC2=O)=O 2,6,9-triazaspiro[4.5]decane-7,10-dione